2,6-bis(4-aminobenzylidene)cyclohexan-1-one NC1=CC=C(C=C2C(C(CCC2)=CC2=CC=C(C=C2)N)=O)C=C1